4-(7,7-difluoro-2-(methylthio)-6,7-dihydro-5H-cyclopenta[d]pyrimidin-4-yl)benzamide FC1(CCC2=C1N=C(N=C2C2=CC=C(C(=O)N)C=C2)SC)F